4-acetyl-pyrimidine C(C)(=O)C1=NC=NC=C1